CC12C3C2CC([C@@]1(C)CCCC(CO)C)C3 5-[(3R)-2,3-dimethyltricyclo[2.2.1.0~2,6~]hept-3-yl]-2-methyl-1-pentanol